5,5'-dithiobis-1,3,4-thiadiazole-2(3H)-thione S1C(NN=C1SSC1=NNC(S1)=S)=S